NC(CCN(C(C(F)Cl)=O)NC(=O)[C@H](CC(C)C)NC(OCC1=CC=CC=C1)=O)=O Benzyl N-[(1S)-1-[[(3-amino-3-oxo-propyl)-(2-chloro-2-fluoro-acetyl)amino]carbamoyl]-3-methyl-butyl]carbamate